CN(C)C[C@H]1CN(CC1)C1=C(C=NC=2NC3=C(C=C(C(=C3C21)F)F)NC)C=2C=C1C(C(=CN(C1=NC2)C)C(=O)O)=O 6-[4-[(3S)-3-[(dimethylamino)methyl]pyrrolidin-1-yl]-5,6-difluoro-8-(methylamino)-9H-pyrido[2,3-b]indol-3-yl]-1-methyl-4-oxo-1,8-naphthyridine-3-carboxylic acid